1-[6-(2-Methyl-2H-indazol-5-yl)-1,3-benzothiazol-2-yl]piperidin-4-amin-Hydrochlorid Cl.CN1N=C2C=CC(=CC2=C1)C1=CC2=C(N=C(S2)N2CCC(CC2)N)C=C1